6'-{2-[(2-phenylethanesulfonyl)amino]ethoxy}-2',3'-dihydrospiro[cyclohexane-1,1'-indene]-4-carboxylate C1(=CC=CC=C1)CCS(=O)(=O)NCCOC1=CC=C2CCC3(C2=C1)CCC(CC3)C(=O)[O-]